6-oxaspiro[4.5]decane-8,10-diol C1CCCC12OCC(CC2O)O